O1C(OCC1)C=1C=CC(=NC1)C=1C=C(C=CC1)NC1=NN2C(=CN=C2C=2N(CCOC12)CC1=CC=C(C=C1)OC)C(=O)O 8-({3-[5-(1,3-dioxolan-2-yl)pyridin-2-yl]phenyl}amino)-13-[(4-methoxyphenyl)methyl]-10-oxa-3,6,7,13-tetraazatricyclo[7.4.0.0^{2,6}]trideca-1(9),2,4,7-tetraene-5-carboxylic acid